1-octyl-2,3-dimethyl-imidazole chloride salt [Cl-].C(CCCCCCC)N1C(N(C=C1)C)C